1-((S)-2-amino-5-(tert-butyloxy)-5-oxopentanamido)cyclopropane-1-carboxylate N[C@H](C(=O)NC1(CC1)C(=O)[O-])CCC(=O)OC(C)(C)C